5-(hydroxymethyl)pyrrolidin-2-one sodium (2R,3R,4S,5R)-6-((3-(butyl(pentyl)amino)propyl)amino)-2,3,4,5-tetrahydroxy-6-oxohexyl-sulfate C(CCC)N(CCCNC([C@@H]([C@H]([C@@H]([C@@H](COS(=O)(=O)[O-])O)O)O)O)=O)CCCCC.[Na+].OCC1CCC(N1)=O